N,N-dibutyl-N-pentylammonium C(CCC)[NH+](CCCCC)CCCC